COC1=CC=C(C=C1)CC1=C(C=CC(=C1C=1N=CN(C1)C)N[C@H](C)C1=CC(=CC=C1)C(F)(F)F)S(=O)(=O)NC [(4-methoxyphenyl)methyl]-N-methyl-3-(1-methylimidazol-4-yl)-4-[[(1R)-1-[3-(trifluoromethyl)phenyl]ethyl]amino]benzenesulfonamide